isopropyl 4-((2-aminophenyl) amino)-2-chloropyrimidine-5-carboxylate NC1=C(C=CC=C1)NC1=NC(=NC=C1C(=O)OC(C)C)Cl